FC(C=1C=C(C=C(C1)C(F)(F)F)[Mg]Br)(F)F 3,5-bis(trifluoromethyl)phenylmagnesium bromide